4-((3,3-difluorocyclobutylamino)-6-(1H-pyrazol-4-yl)quinoline-3-carboxamido)cyclobutylcarbamate FC1(CC(C1)NC1=NC2=CC=C(C=C2C=C1C(=O)NC1CCC1NC([O-])=O)C=1C=NNC1)F